benzyl 3-(2-tert-butoxy-2-oxo-ethoxy)pyrrolidine-1-carboxylate C(C)(C)(C)OC(COC1CN(CC1)C(=O)OCC1=CC=CC=C1)=O